S1C=CC2=C1C=CC(=C2)CCO 2-(benzothien-5-yl)ethanol